1-(8-(5-(((5-fluoro-2,3-dihydrobenzofuran-4-yl)methyl)amino)-[1,2,4]triazolo[4,3-c]pyrimidin-8-yl)-[1,2,4]triazolo[1,5-a]pyridin-5-yl)-2-methylpropan-2-ol FC=1C=CC2=C(CCO2)C1CNC1=NC=C(C=2N1C=NN2)C=2C=1N(C(=CC2)CC(C)(O)C)N=CN1